1-(3-fluorophenyl)-1H-1,2,3-triazole-4-carboxamide FC=1C=C(C=CC1)N1N=NC(=C1)C(=O)N